N1=NC=CC2=CC=CC(=C12)C(=O)[O-] Cinnoline-8-carboxylate